Bis(2,6-dimethylpiperidino)methylsilane CC1N(C(CCC1)C)C(N1C(CCCC1C)C)[SiH3]